C(C1=CC=CC=C1)C1=CC(=CC(=N1)N1C(C2=CC(=CC(=C2C1)C(F)(F)F)CNC1(CCC1)C)=O)C1(CCC1)CC1=NN=CN1C 2-(6-benzyl-4-(1-((4-methyl-4H-1,2,4-triazol-3-yl)methyl)cyclobutyl)pyridin-2-yl)-6-(((1-methylcyclobutyl)amino)methyl)-4-(trifluoromethyl)isoindolin-1-one